(rac)-(6-(4-(tert-butyl)phenoxy)-2-azaspiro[3.4]oct-2-yl)((1s,3s)-3-hydroxy-3-methylcyclobutyl)methanone C(C)(C)(C)C1=CC=C(O[C@H]2CC3(CN(C3)C(=O)C3CC(C3)(C)O)CC2)C=C1 |r|